4-ethoxy-6,6-dimethyl-5,6-dihydropyridin-2(1H)-one C(C)OC1=CC(NC(C1)(C)C)=O